trimethyl-3-cyclopenten-2-ol CC1(C(CC=C1)(C)C)O